CS(=O)(=O)OCCC#CC1=CC2=C(N=C3N2[C@H]2C4=C(C(N([C@@H]3C2)C([2H])([2H])[2H])=O)C=CC=C4OC(F)F)C=C1 4-((7R,14R)-1-(difluoromethoxy)-6-(methyl-d3)-5-oxo-5,6,7,14-tetrahydro-7,14-methanobenzo[f]benzo[4,5]imidazo[1,2-a][1,4]diazocin-11-yl)but-3-yn-1-yl methanesulfonate